2-(2H-tetrazol-1-yl)ethan-1-one 2-(morpholine-4-carbonyl)piperazine-1,4-dicarboxylate N1(CCOCC1)C(=O)C1N(CCN(C1)C(=O)O)C(=O)O.N1(NNN=C1)CC=O